C(C)N1N=C(C=C1/C(=C(/C#N)\C1=CC=C(C=C1)[Si](C)(C)C)/O)C (Z)-3-(1-ethyl-3-methyl-1H-pyrazol-5-yl)-3-hydroxy-2-(4-(trimethylsilyl)phenyl)acrylonitrile